NCC(O)C1=CC=CC=C1 4-(2-amino-1-hydroxyethyl)benzene